(R)-N-(5-((6-(3-(3-(benzyloxy)-phenyl)isoxazolidin-2-yl)pyrimidin-4-yl)amino)-4-methoxy-2-(4-propylpiperazin-1-yl)phenyl)-acrylamide C(C1=CC=CC=C1)OC=1C=C(C=CC1)[C@@H]1N(OCC1)C1=CC(=NC=N1)NC=1C(=CC(=C(C1)NC(C=C)=O)N1CCN(CC1)CCC)OC